((3R,4R)-4-(((6-(cyclopropyl((5-(trifluoromethyl)pyridin-2-yl)methyl)amino)-5-fluoropyrimidin-4-yl)amino)methyl)-3-hydroxypiperidin-1-yl)acetamide C1(CC1)N(C1=C(C(=NC=N1)NC[C@@H]1[C@H](CN(CC1)CC(=O)N)O)F)CC1=NC=C(C=C1)C(F)(F)F